O1C=NC=C1C=1C=CC2=C(NC=N2)C1 6-(1,3-oxazol-5-yl)-1H-1,3-benzodiazole